[Si](C)(C)(C(C)(C)C)OC1C(OC(C1O[Si](C)(C)C(C)(C)C)C)N1C(N=C(C(=C1)F)NC(=O)NC=1C=NN2C1N=C(C=C2)NC2=CC(=C(C=C2)F)Cl)=O 1-{1-[3,4-di(tert-butyldimethylsilyloxy)-5-methyltetrahydrofuran-2-yl]-5-fluoro-2-oxo-1,2-dihydropyrimidin-4-yl}-3-[5-(3-chloro-4-fluorophenylamino)-pyrazolo[1,5-a]pyrimidin-3-yl]-urea